OC(CN(CCCCC(=O)OCCN1CCN(CC1)CCSSCCCCN(CC(CCCCCCCCCCCC)O)CC(CCCCCCCCCCCC)O)CC(CCCCCCCCCCCC)O)CCCCCCCCCCCC 2-(4-(2-((4-(Bis(2-hydroxytetradecyl)amino)butyl)disulfaneyl)ethyl)piperazin-1-yl)ethyl 5-(bis(2-hydroxytetradecyl)amino)pentanoate